NC1=NC2=C(C=3C=C(C=NC13)CCC1=C(C=C(C=C1)OCCOCCOCCC(P(=O)(O)O)(F)F)C)C=CC(=C2)CCC(=O)O 3-(5-amino-2-(4-(2-(2-(3,3-difluoro-3-phosphonopropoxy)ethoxy)ethoxy)-2-methylphenethyl)benzo[f][1,7]naphthyridin-8-yl)propanoic acid